Allyl (6aS)-3-hydroxy-2,6-dimethoxy-12-oxo-8-(thiophen-2-yl)-6,6a,7,10-tetrahydrobenzo[e]pyrido[1,2-a][1,4]diazepine-5(12H)-carboxylate OC=1C(=CC2=C(N(C([C@H]3N(C2=O)CC=C(C3)C=3SC=CC3)OC)C(=O)OCC=C)C1)OC